O.N1N=CC(=C1)C(=O)N (E)-1H-pyrazole-4-carboxamide monohydrate